2-(2'-hydroxy-5'-methacryloyloxyethylphenyl)-2H-benzotriazole OC1=C(C=C(C=C1)CCOC(C(=C)C)=O)N1N=C2C(=N1)C=CC=C2